(R)-4,4-Difluoro-3-phenyl-1-(1-oxa-6-azaspiro[2.5]octan-6-yl)butan-1-one FC([C@H](CC(=O)N1CCC2(CO2)CC1)C1=CC=CC=C1)F